3-oxa-8-azabicyclo[3.2.1]octane-8-methanol C12COCC(CC1)N2CO